12-(2-chlorophenyl)-11-ethyl-7-fluoro-2,3,10-triazatricyclo[7.3.1.0{5,13}]tridec-1,5(13),6,8-tetraen-4-one ClC1=C(C=CC=C1)C1C(NC2=CC(=CC=3C(NN=C1C32)=O)F)CC